CC1=CC=C2CCO[C@H](C2=C1)[C@@H]1NCCC1 (R)-2-((R)-7-methylisochroman-1-yl)pyrrolidine